2-(4-aminopiperidin-1-yl)-N-(2-(3-(3,3-difluoropyrrolidin-1-yl)-1H-pyrazol-1-yl)benzyl)-9-isopropyl-9H-purin-6-amine NC1CCN(CC1)C1=NC(=C2N=CN(C2=N1)C(C)C)NCC1=C(C=CC=C1)N1N=C(C=C1)N1CC(CC1)(F)F